FC(C=1C(=C(C=CC1)[C@@H](C)NC1=NN=C(C=2C=C3C(=CC12)N(C(N3C)=O)[C@@H]3COCC3)C)F)F 5-[[(1R)-1-[3-(difluoromethyl)-2-fluoro-phenyl]ethyl]amino]-1,8-dimethyl-3-[(3S)-tetrahydrofuran-3-yl]imidazo[4,5-g]phthalazin-2-one